CC(CCCC)OC(CC1=CC(=C(C=C1)O)OC)=O 1-Methylpentyl-2-(4-hydroxy-3-methoxy-phenyl)acetat